FC=1C(=C(C=CC1F)[C@H]1[C@H](O[C@]([C@H]1C)(C(F)(F)F)C)C(=O)NC1=CC=CC(=N1)C(=O)N)OC 6-[[(2S,3S,4S,5R)-3-(3,4-Difluoro-2-methoxy-phenyl)-4,5-dimethyl-5-(trifluoromethyl)tetrahydrofuran-2-carbonyl]amino]pyridin-2-carboxamid